CC=1NC(=C(CC1C(C)=O)C(C)=O)C 2,6-dimethyl-3,5-diethanoyl-1,4-dihydropyridine